S(=O)(=O)([O-])OC1=CC=C(C=C1)[N+](=O)[O-].[K+] potassium p-nitrophenol sulfate